C(C)(C)(C)OC(=O)N[C@@H](C(=O)N1[C@@H](CC(C1)N1N=CC=C1)C(=O)OC)CCC1=CC=CC=C1 methyl (2S)-1-((R)-2-((tert-butoxycarbonyl)amino)-4-phenylbutanoyl)-4-(1H-pyrazol-1-yl)pyrrolidine-2-carboxylate